FC(S(=O)(=O)OC=1C2=C(N(C(C1C#N)=O)C)SC(=C2)Cl)(F)F 2-chloro-5-cyano-7-methyl-6-oxo-6,7-dihydrothieno[2,3-b]pyridin-4-yl trifluoromethanesulfonate